CNC(=O)[C@@H]1C[C@H]2[C@@H](N1C1=C(C=CC=C1C1=NC(=CC(=C1)C(F)(F)F)C)C)CCC2 (2S,3aS,6aS)-N-methyl-1-(6-methyl-4-(trifluoromethyl)pyridin-2-yl-tolyl)octahydrocyclopenta[b]pyrrole-2-carboxamide